ClN1C(NC(C1=O)(C)C)=O 3-chloro-5,5-dimethylhydantoin